methyl (2S,3S,4S,5R)-3-(3,4-difluoro-5-hydroxy-2-methoxyphenyl)-4,5-dimethyl-5-(trifluoromethyl)tetrahydrofuran-2-carboxylate FC=1C(=C(C=C(C1F)O)[C@H]1[C@H](O[C@]([C@H]1C)(C(F)(F)F)C)C(=O)OC)OC